COC=1C=C(C=C(C1C(NCC(F)(F)F)=O)OC)C1=CN=C2N1C=CC(=C2)C=2C=NN(C2)C(C(=O)OCC)(C)C ethyl 2-[4-[3-[3,5-dimethoxy-4-(2,2,2-trifluoroethyl-carbamoyl) phenyl]imidazo[1,2-a]pyridin-7-yl]pyrazol-1-yl]-2-methyl-propanoate